C1(CC1)C1=NC=NC(=C1C=1N=C(C2=C(N1)N=CC=C2)OCC2=CC=C(C=C2)C=2N(C=C(N2)C(F)(F)F)CC)OC 2-(4-cyclopropyl-6-methoxypyrimidin-5-yl)-4-((4-(1-ethyl-4-(trifluoromethyl)-1H-imidazol-2-yl)benzyl)oxy)pyrido[2,3-d]pyrimidine